2-(6-(cyclopropanesulfonamido)pyridin-2-yl)-N-(4-(6-methoxypyrazin-2-yl)phenyl)-2-methylpropanamide C1(CC1)S(=O)(=O)NC1=CC=CC(=N1)C(C(=O)NC1=CC=C(C=C1)C1=NC(=CN=C1)OC)(C)C